(2,2,2-trifluoroethyl)pyridin-2-amine FC(CC=1C(=NC=CC1)N)(F)F